Cobalt Naphthalene C1=CC=CC2=CC=CC=C12.[Co]